(R)-N2-(1-(2-methoxyethyl)pyrrolidin-3-yl)-5,7-dimethylpyrido[2,3-d]pyrimidine-2,4-diamine COCCN1C[C@@H](CC1)NC=1N=C(C2=C(N1)N=C(C=C2C)C)N